benzyl (1,7-bis((3-aminopropyl)amino)-4-(3-((3-aminopropyl)amino)-3-oxopropyl)-1,7-dioxoheptan-4-yl)carbamate NCCCNC(CCC(CCC(=O)NCCCN)(CCC(=O)NCCCN)NC(OCC1=CC=CC=C1)=O)=O